N[C@H](C(=O)N[C@H](C(=O)NC)CC1CCOCC1)CCCNC(=N)N (S)-2-amino-5-guanidino-N-((S)-1-(methylamino)-1-oxo-3-(tetrahydro-2H-pyran-4-yl)propan-2-yl)pentanamide